7-Methoxy-3-methyl-8-(1-methyl-1H-pyrazol-4-yl)-1-[1-(tetrahydropyran-4-yl)-1H-pyrazol-4-yl]-1,3-dihydroimidazo[4,5-c]-quinolin-2-one COC=1C(=CC=2C3=C(C=NC2C1)N(C(N3C=3C=NN(C3)C3CCOCC3)=O)C)C=3C=NN(C3)C